3-[4-amino-5-(trifluoromethyl)pyrrolo[2,1-f][1,2,4]triazin-7-yl]-N-[(3R,4S)-1-(3,3-difluorocyclobutanecarbonyl)-4-fluoropyrrolidin-3-yl]-2,6-difluorobenzamide NC1=NC=NN2C1=C(C=C2C=2C(=C(C(=O)N[C@@H]1CN(C[C@@H]1F)C(=O)C1CC(C1)(F)F)C(=CC2)F)F)C(F)(F)F